propyl gallate (n-propyl 3,4,5-trihydroxybenzoate) C(CC)C1=C(C(=O)O)C=C(C(=C1O)O)O.C(C1=CC(O)=C(O)C(O)=C1)(=O)OCCC